6-(3-(1-adamantyl)-4-hydroxyphenyl)-2-naphthylmethanol C12(CC3CC(CC(C1)C3)C2)C=2C=C(C=CC2O)C=2C=C3C=CC(=CC3=CC2)CO